Peroxynitrit N(=O)O[O-]